4-{[(p-fluorophenyl)methyl]amino}-1-methyl-1H-1,2,5,7-tetraazaindene FC1=CC=C(C=C1)CNC1=C2C=NN(C2=NC=N1)C